ClC=1C=C(C=CC1F)N(C(=O)C1N(C(N(C1)C(CCl)=O)=NO)C1=NC(=CC(=C1)C(F)(F)F)C)C N-(3-chloro-4-fluorophenyl)-1-(2-chloroacetyl)-2-(hydroxyimino)-N-methyl-3-(6-methyl-4-(trifluoromethyl)pyridin-2-yl)imidazolidine-4-carboxamide